C(C)OP(=O)(OCC)CCCC(=O)N[C@@H](CC(=O)OCC1=CC=CC=C1)C(=O)OC(C)(C)C 4-benzyl 1-(tert-butyl) (4-(diethoxyphosphoryl)butanoyl)-L-aspartate